ClC1=C(C=CC=C1)C1CC2(C1)NC(N(C2=O)C2=CN=CC1=CC(=CC=C21)C(=O)[O-])=O 4-(2-(2-chlorophenyl)-6,8-dioxo-5,7-diazaspiro[3.4]octan-7-yl)isoquinoline-7-carboxylate